3-[4-(1H-pyrrolo[2,3-b]pyridin-4-yl)-1H-pyrazol-1-yl]cyclopentanone N1C=CC=2C1=NC=CC2C=2C=NN(C2)C2CC(CC2)=O